F[C@H]1CN(C[C@@H]([C@H]1NC(=O)C1=CC(=CC=2N(C=NC21)CC(F)(F)F)C#CCNC2=C(C=C(C=C2)S(N)(=O)=O)OC)C)C2COC2 N-((3S,4R,5S)-3-fluoro-5-methyl-1-(oxetan-3-yl)piperidin-4-yl)-6-(3-((2-methoxy-4-sulfamoylphenyl)amino)prop-1-yn-1-yl)-1-(2,2,2-trifluoroethyl)-1H-benzo[d]imidazole-4-carboxamide